(1R,3aS,4R,5S,7aS)-1-acetyl-5-((R)-2-acetyl-1-methyl-4-oxocyclohex-2-en-1-yl)-4-cyano-7a-methyl-octahydro-1H-inden-1-yl acetate C(C)(=O)O[C@@]1(CC[C@H]2[C@@H]([C@H](CC[C@]12C)[C@@]1(C(=CC(CC1)=O)C(C)=O)C)C#N)C(C)=O